[K].C(C)(C)(C)NCCNS(=O)(=O)NC(NC1=C2CCCC2=CC=2CCCC12)=O 3-(N-(2-(tert-Butylamino)ethyl)sulfamoyl)-1-(1,2,3,5,6,7-hexahydro-s-indacen-4-yl)urea, potassium salt